L-2,5-dichloro-1,4-benzoquinone ClC=1C(C=C(C(C1)=O)Cl)=O